C(C)N(C([O-])=O)C1CCNCC1 N-ethyl-N-(4-piperidyl)carbamate